CC1=CC=C(C=C1)S(=O)(=O)OC[C@H]1O[C@@H]([C@@H]([C@@H]2[C@H]1OC(O2)(C)C)NC(C(F)(F)F)=O)OCC=C ((3aR,4R,6S,7R,7aR)-6-(allyloxy)-2,2-dimethyl-7-(2,2,2-trifluoroacetamido)tetrahydro-4H-[1,3]dioxolo[4,5-c]pyran-4-yl)methyl 4-methylbenzenesulfonate